glycidyl-fluorine C(C1CO1)F